C[Si](C)(C)C#CC1=CC=C(C(C2=C(C=CC=C2)OC)(C2=C(C=CC=C2)OC)Cl)C=C1 4-trimethylsilylethynyl-2',2''-dimethoxyltrityl chloride